FC=1C(=NNC1)C(=O)OCC ethyl 4-fluoro-1H-pyrazole-3-carboxylate